ClC=1C(=C2C(=NC1C)CN(C2)C(=O)[C@H]2CN(CC2)C2=NC(=CN=C2)C)C (3-Chloro-2,4-dimethyl-5,7-dihydropyrrolo[3,4-b]pyridin-6-yl)-[(3R)-1-(6-methylpyrazin-2-yl)pyrrolidin-3-yl]methanon